C(C1=CC=CC=C1)OC1C[C@H]2CC(C[C@@H](C1)N2C(=O)OCC2=CC=CC=C2)O (1R,3s,5S,7s)-benzyl 3-(benzyloxy)-7-hydroxy-9-azabicyclo[3.3.1]nonane-9-carboxylate